FC=1C=C2C(C3=C(C=4C=CC=NC4CC3)OC2=C(C1)C(C)=NS(=O)C(C)(C)C)=O N-(1-(9-fluoro-7-oxo-5,7-dihydro-6H-chromeno[2,3-f]quinolin-11-yl)ethylidene)-2-methylpropane-2-sulfinamide